The molecule is a monovalent inorganic anion obtained by removal of a proton from telluric acid. It is a tellurium oxoanion and a monovalent inorganic anion. It is a conjugate base of a telluric acid. It is a conjugate acid of a tellurate. O[Te](=O)(=O)[O-]